C(C#CC)(=O)NCC#CC=1C=C(C=CC1)NC=1C(=NC(=C(N1)NC1CCOCC1)CC)C(=O)N 3-((3-(3-(But-2-ynamido)prop-1-yn-1-yl)phenyl)amino)-6-ethyl-5-((tetrahydro-2H-pyran-4-yl)amino)pyrazine-2-carboxamide